(2S)-2-{(2S)-2-[(2S)-2-(tert-butoxycarbonylamino)propionylamino]propionyl-amino}-3-phenylpropionate C(C)(C)(C)OC(=O)N[C@H](C(=O)N[C@H](C(=O)N[C@H](C(=O)[O-])CC1=CC=CC=C1)C)C